3-(1-amino-1-oxopropan-2-yl)-1-(3-(difluoromethoxy)phenyl)-N-(4-methyl-1,1-dioxidotetrahydro-2H-thiopyran-4-yl)-2-oxo-2,3-dihydro-1H-benzo[d]imidazole-5-carboxamide NC(C(C)N1C(N(C2=C1C=C(C=C2)C(=O)NC2(CCS(CC2)(=O)=O)C)C2=CC(=CC=C2)OC(F)F)=O)=O